(E)-3-(4-(4'-pentyl-[1,1'-bi(cyclohexane)]-4-yl)phenyl)acrylic acid C(CCCC)C1CCC(CC1)C1CCC(CC1)C1=CC=C(C=C1)/C=C/C(=O)O